ClC=1C=C(C=CC1OC=1C=NC=CC1)NC=1C2=C(N=CN1)SC1=C2CCN(C1)C(C=C)=O 1-(4-((3-chloro-4-(pyridin-3-yloxy)phenyl)amino)-5,8-dihydropyrido[4',3':4,5]thieno[2,3-d]pyrimidin-7(6H)-yl)prop-2-en-1-one